CC1=CN(C2=NC=C(C=C21)NC(C#C)=O)C2=NC(=NC=C2C)NC=2N(N=CC2)C N-[3-methyl-1-[5-methyl-2-[(2-methylpyrazol-3-yl)amino]pyrimidin-4-yl]pyrrolo[2,3-b]pyridin-5-yl]prop-2-ynamide